ClC1=CC2=C(C=N1)C(=NN2C=2C(=CC1=C(OCCN1C(=O)OC(C)(C)C)C2)OC)N2C(OC(C2)C(=O)OC)=O tert-Butyl 7-(6-chloro-3-(5-(methoxycarbonyl)-2-oxooxazolidin-3-yl)-1H-pyrazolo[4,3-c]pyridin-1-yl)-6-methoxy-2,3-dihydro-4H-benzo[b][1,4]oxazine-4-carboxylate